Cl.FC(OCCN)F 2-(difluoromethoxy)ethylamine hydrochloride